FC=1C(=CC=2C3=C(NC(C2C1)=O)COC[C@@H]3N(C(=O)C3CN(C3)C3=CSC=C3)C)F (R)-N-(8,9-difluoro-6-oxo-1,4,5,6-tetrahydro-2H-pyrano[3,4-c]isoquinolin-1-yl)-N-methyl-1-(thiophen-3-yl)azetidine-3-carboxamide